2-(3-([1,1'-biphenyl]-3-yl)-4-(4-carboxybenzyl)-5-hydroxy-1H-pyrazol-1-yl)thiazole-4-carboxylic acid C1(=CC(=CC=C1)C1=NN(C(=C1CC1=CC=C(C=C1)C(=O)O)O)C=1SC=C(N1)C(=O)O)C1=CC=CC=C1